C(=CC)[Si](OCC)(OCC)OCC Propenyl-triethoxysilane